2-(2-(2-(piperidin-1-yl)ethyl)benzofuran-5-yl)quinolin-4(1H)-one N1(CCCCC1)CCC=1OC2=C(C1)C=C(C=C2)C=2NC1=CC=CC=C1C(C2)=O